C(OC(C=1OC(OC1C)=O)(C)[C@@]1(O[C@H](C[C@@H]1O)N1C2=NC(=NC(=C2N=C1)N)F)C#C)([O-])=O [(2R,3S,5R)-5-(6-amino-2-fluoro-purin-9-yl)-2-ethynyl-3-hydroxy-tetrahydrofuran-2-yl]methyl(5-methyl-2-oxo-1,3-dioxol-4-yl)methyl carbonate